CN1C(=CC2=C1N=CN=C2C2=CC=CC=C2)P(C2=CC=CC=C2)(C2=CC=CC=C2)=O (7-methyl-4-phenyl-7H-pyrrolo[2,3-d]pyrimidin-6-yl)diphenylphosphine oxide